CN(C1(CCC2(CN(C(N2CC2(CCC2)O)=O)CCC(=O)NC=2N=NC=CC2)CC1)C1=CC=CC=C1)C 3-[8-Dimethylamino-1-[(1-hydroxy-cyclobutyl)-methyl]-2-oxo-8-phenyl-1,3-diazaspiro[4.5]decan-3-yl]-N-pyridazin-3-yl-propionamide